The molecule is a tricyclic sesquiterpene that is 1,2,3,3a,5a,6,7,8-octahydrocyclopenta[c]pentalene bearing four methyl substituents at positions 1, 3a, 4 and 5a. It has a role as a volatile oil component and a plant metabolite. It is a sesquiterpene and a carbotricyclic compound. C[C@@H]1CC[C@@]2([C@]13CCC[C@]3(C=C2C)C)C